4-pyridine-carboxaldehyde N1=CC=C(C=C1)C=O